C[C@H]1[C@H]([C@H]([C@@H]([C@@H](O1)O[C@H]2[C@H]([C@H](O[C@H]([C@@H]2OC)O[C@@H]3[C@H](O[C@H]([C@@H]([C@H]3O)NC(=O)C)O)CO)CO)O)O)O)O The molecule is an amino trisaccharide consisting of alpha-L-fucopyranose, 2-O-methyl-beta-D-galactopyranose and 2-acetamido-2-deoxy-beta-D-glucopyranose residues joined in sequence by (1->3) and (1->4) glycosidic bonds. It is an amino sugar, an amino trisaccharide and a member of acetamides.